Benzyl (4S)-4-((tert-butoxycarbonyl)amino)-2,6-dimethyl-3-oxohept-6-enoate C(C)(C)(C)OC(=O)N[C@H](C(C(C(=O)OCC1=CC=CC=C1)C)=O)CC(=C)C